(imino)methylphenol N=CC1=C(C=CC=C1)O